ClC=1C(=C(NC=2C3=C(N=CN2)C=NC(=C3)N3CC(C3)N(C(OC(C)(C)C)=O)C)C=CC1)F tert-butyl N-[1-[4-(3-chloro-2-fluoro-anilino)pyrido[3,4-d]pyrimidin-6-yl]azetidin-3-yl]-N-methyl-carbamate